S(=O)(=O)=NC(C1=C(C=CC=C1)N)=O SULFONYL-AMINOBENZAMIDE